chloro-5-fluoro-N-{[4-(1-fluorocyclopropyl)-2,5-dioxoimidazolidin-4-yl]methyl}[biphenyl]-2-carboxamide ClC1=C(C(=CC(=C1)F)C1=CC=CC=C1)C(=O)NCC1(NC(NC1=O)=O)C1(CC1)F